6-fluoro-N-[4-fluoro-2-methyl-5-[(5-methylpyridine-2-carbonyl)amino]phenyl]pyrazolo[1,5-a]pyridine-3-carboxamide FC=1C=CC=2N(C1)N=CC2C(=O)NC2=C(C=C(C(=C2)NC(=O)C2=NC=C(C=C2)C)F)C